[Br-].COC(=O)C1=CC=C(C(=O)[PH3+])C=C1 (4-(methoxycarbonyl)benzoyl)-phosphonium bromide